P(=O)(O)(O)O[C@H]1[C@H]([C@@H](O[C@@H]1CO)N1C=NC=2C(=O)NC(N)=NC12)OC.OC1=C(C=C(C=C1)C1(C2=CC=CC=C2C=2C=CC=CC12)C1=CC(=C(C=C1)O)CCCC)CCCC 9,9-bis(4-hydroxy-3-n-butylphenyl)fluorene 2'-O-methylguanosine-3'-phosphate